[Na+].C(CCCCCCC\C=C/CCCCCCCC)(=O)[O-] Oleic acid, sodium salt